5-thiophenecarboxylic acid S1C=CC=C1C(=O)O